5-methyl-4-{[4-(thiazole-2-yl)phenyl]methyl}-1H-pyrazole CC1=C(C=NN1)CC1=CC=C(C=C1)C=1SC=CN1